CCC(CO[Si](OC)OC)Cl 3-(chloropropyl)trimethoxysilane